methyl-1H-pyrazole-4-carbonyl chloride CN1N=CC(=C1)C(=O)Cl